3-bromo-5-(2,2-dimethylpropyl)pyridin-2-amine BrC=1C(=NC=C(C1)CC(C)(C)C)N